S1C=NC2=C1C=C(C=C2)C2=CC=NC(N2C(C)C2=CC(=CC=C2)C=2C(=NC(=CC2)F)C)C 6-(1,3-benzothiazol-6-yl)-N-{1-[3-(6-fluoro-2-methylpyridin-3-yl)phenyl]ethyl}-2-methylpyrimidin